FC1=C(C=CC(=C1)OC[C@@H](CN1N=NN=C1)O)C(=O)N1C[C@H](CC1)C1=CC=C(C=C1)F (2-Fluoro-4-((R)-2-hydroxy-3-(1H-tetrazol-1-yl)propoxy)phenyl)((R)-3-(4-fluorophenyl)pyrrolidin-1-yl)methanon